ClC=1C(=C2C=NNC2=C(C1F)NC(C)CCOC)C=1N=CC=2N(C1)C=C(N2)NC(=O)C2C(C2)F N-(6-(5-chloro-6-fluoro-7-((4-methoxybutan-2-yl)amino)-1H-indazol-4-yl)imidazo[1,2-a]pyrazin-2-yl)-2-fluorocyclopropane-1-carboxamide